CC=1C=CC=2N(C3=CC=C(C=C3C2C1)C)C1=C(C(=C(C(=C1)C1=NC(=NC(=N1)C1=CC=CC=C1)C1=CC=CC=C1)N1C2=CC=CC=C2C=2C=C(C=CC12)C1=CC=CC=C1)C1=NC(=NC(=N1)C1=CC=CC=C1)C1=CC=CC=C1)N1C2=CC=CC=C2C=2C=C(C=CC12)C1=CC=CC=C1 9,9'-(4-(3,6-dimethyl-9H-carbazol-9-yl)-2,6-bis(4,6-diphenyl-1,3,5-triazin-2-yl)-1,3-phenylene)bis(3-phenyl-9H-carbazole)